3-n-propyl-2-benzyl-4-pentynoic acid methyl ester COC(C(C(C#C)CCC)CC1=CC=CC=C1)=O